C=1(C(=CC=CC1)CN=C=S)CN=C=S xylylene isothiocyanate